(3S,4R)-3-fluoro-1-(4-((5-isopropyl-8-(6-methyl-1,6-diazaspiro[3.3]heptan-1-yl)-2,7-naphthyridin-3-yl)amino)pyrimidin-2-yl)-3-methylpiperidin-4-ol trifluoroacetate FC(C(=O)O)(F)F.F[C@]1(CN(CC[C@H]1O)C1=NC=CC(=N1)NC=1N=CC2=C(N=CC(=C2C1)C(C)C)N1CCC12CN(C2)C)C